bis(4-(1,1,3,3-tetramethylbutyl)phenyl)amine CC(CC(C)(C)C)(C)C1=CC=C(C=C1)NC1=CC=C(C=C1)C(CC(C)(C)C)(C)C